FC1(CCN(CC1)C=1N=C2N(C(C1C)=O)C=C(C=C2[C@@H](C)NC=2C(=NC(=CC2)C)C(=O)O)C)F (R)-3-((1-(2-(4,4-difluoropiperidin-1-yl)-3,7-dimethyl-4-oxo-4H-pyrido[1,2-a]pyrimidin-9-yl)ethyl)amino)-6-methylpicolinic acid